2,3,9,10,11,12-hexahydro-10-hydroxy-10-(methoxycarbonyl)-9-methyl-9,12-epoxy-1H-diindolo[1,2,3-fg:3',2',1'-kl]pyrrolo[3,4-i][1,6]benzodiazocin-1-one OC1(CC2N3C=4C=5N(C1(O2)C)C2=CC=CC=C2C5C5=C(C4C=4C=CC=CC43)C(NC5)=O)C(=O)OC